C(C)C(C(C(=O)[O-])(CCC(C)C)CC)CCCCCCCCCCC diethyl-2-isopropyl-ethyl-myristate